3-[5-(4-chloro-2-methylsulfonyl-phenyl)-2-pyridinyl]Azetidine-1-carboxylic acid tert-butyl ester C(C)(C)(C)OC(=O)N1CC(C1)C1=NC=C(C=C1)C1=C(C=C(C=C1)Cl)S(=O)(=O)C